COCCN1C=C(C(C2=CC=CC=C12)=O)C=O 1-(2-methoxyethyl)-4-oxo-1,4-dihydroquinoline-3-carbaldehyde